(S)-N-(5-(2-(2-aminopyridin-3-yl)-5-(1H-pyrazol-1-yl)-3H-imidazo[4,5-b]pyridin-3-yl)-2,3-dihydro-1H-inden-1-yl)-2-fluoro-5-formyl-4-hydroxybenzamide NC1=NC=CC=C1C1=NC=2C(=NC(=CC2)N2N=CC=C2)N1C=1C=C2CC[C@@H](C2=CC1)NC(C1=C(C=C(C(=C1)C=O)O)F)=O